OOO.[Fe] iron (hydroxyl) oxide